C(C)(C)(C)OC(N[C@@H]1[C@@H](OCC12CCN(CC2)C2=NC=C(N=C2)SC2=C(C(=NC=C2)N)Cl)C)=O ((3S,4S)-8-(5-((2-amino-3-chloropyridin-4-yl)thio)pyrazin-2-yl)-3-methyl-2-oxa-8-azaspiro[4.5]dec-4-yl)carbamic acid tert-butyl ester